C1(CCCCC1)CC(C(=O)OCC)(CC(=O)OCC)CC(C)C diethyl 2-(cyclohexylmethyl)-2-isobutylsuccinate